5-(4-(Trifluoromethyl)phenyl)quinoline 1-oxide FC(C1=CC=C(C=C1)C1=C2C=CC=[N+](C2=CC=C1)[O-])(F)F